COC1=CC=C(CN2N=C(C=3C2=NC(=CN3)N3CCC(CC3)(C)NC(OC(C)(C)C)=O)OC=3C(=NC=CC3)[N+](=O)[O-])C=C1 tert-butyl (1-(1-(4-methoxybenzyl)-3-((2-nitropyridin-3-yl)oxy)-1H-pyrazolo[3,4-b]pyrazin-6-yl)-4-methylpiperidin-4-yl)carbamate